N1(N=CN=C1)CCNC=1C(=CC=C(C1)NC1=CC=CC=C1)C1=CC=C(C=C1)Cl N2-(2-(1H-1,2,4-triazol-1-yl)ethyl)-4'-chloro-N4-phenylbiphenyl-2,4-diamine